(2-chloro-4-(2-(2-fluorophenoxy)acetyl)-5-methylphenyl)-N-ethyl-N-methylformamidine ClC1=C(C=C(C(=C1)C(COC1=C(C=CC=C1)F)=O)C)C(=N)N(C)CC